[B].[Fe].[Dy].C1=C(C=CC2=CC=CC=C12)NC(C)=O N-(naphthalene-2-yl)acetamide Dysprosium-iron-boron